CC(COC(=O)C1=C(N(C(N(C1=O)CC1=C(C(=CC=C1)F)F)C)C(C)(C)C)O)C (3S)-3-tert-Butyl-1-[(2,3-difluorophenyl)methyl]-4-hydroxy-2-methyl-6-oxo-3H-pyrimidine-5-carboxylic acid 2-methylpropyl ester